BrCC1=CC=C(C=2C=CC=NC12)C(=O)OC methyl 8-(bromo-methyl)quinoline-5-carboxylate